FC1=C(C(=C(C(=C1[B-](C1=C(C(=C(C(=C1F)F)F)F)F)(C1=C(C(=C(C(=C1F)F)F)F)F)C1=C(C(=C(C(=C1F)F)F)F)F)F)F)F)F.C[N+](C1=CC=CC=C1)=C N-methyl-N-methyleneanilinium tetrakis(pentafluorophenyl)borate